methyl (R)-2-((1H-pyrrolo[2,3-b]pyridin-5-yl)oxy)-4-(4-((4-(aminomethyl)-4'-chloro-4-methyl-3,4,5,6-tetrahydro-[1,1'-biphenyl]-2-yl)methyl)piperazin-1-yl)benzoate N1C=CC=2C1=NC=C(C2)OC2=C(C(=O)OC)C=CC(=C2)N2CCN(CC2)CC2=C(CC[C@@](C2)(C)CN)C2=CC=C(C=C2)Cl